5-[3-fluoro-5-(prop-2-enamido)phenyl]-N-(1-methylpiperidin-3-yl)-1H-pyrazolo[3,4-c]pyridine-3-carboxamide FC=1C=C(C=C(C1)NC(C=C)=O)C=1C=C2C(=CN1)NN=C2C(=O)NC2CN(CCC2)C